ClC=1C=C(C=C(C1OC1=NC=NC(=C1)NC(C)C)Cl)NCCC(=O)O 3-((3,5-dichloro-4-((6-isopropylaminopyrimidin-4-yl)oxy)phenyl)-amino)propanoic acid